[Al].[Li].[V] Vanadium-lithium aluminum